N1C=C(C=2C1=NC=CC2)CC(=O)NC2(CCCC2)C(=O)NC2=CC(=C(C=C2)OC)OC 1-(2-(1H-pyrrolo[2,3-b]pyridin-3-yl)acetamido)-N-(3,4-dimethoxyphenyl)cyclopentane-1-carboxamide